[Br-].C(CCC)[NH2+]CC(O)(O)O n-butyl-trihydroxyethyl-ammonium bromide